1,3-dibenzylimidazolium formate C(=O)[O-].C(C1=CC=CC=C1)N1C=[N+](C=C1)CC1=CC=CC=C1